5-Chloro-2-{7-[(4-fluoro-1-methylpiperidin-4-yl)methyl]-7H-imidazo[4,5-c]pyridazin-3-yl}-3-methylphenol ClC=1C=C(C(=C(C1)O)C1=CC2=C(N=N1)N(C=N2)CC2(CCN(CC2)C)F)C